ClC=1C=C(C=C(C1)NCCO)NC(=O)NC1=C(C(=CC(=C1)Cl)Cl)CCO 1-[3-chloro-5-(2-hydroxyethylamino)phenyl]-3-[3,5-dichloro-2-(2-hydroxyethyl)phenyl]urea